racemic-tert-butyl ((4-aminophenyl)(cyclobutyl)(oxo)-λ6-sulfaneylidene)carbamate NC1=CC=C(C=C1)[S@](=O)(C1CCC1)=NC(OC(C)(C)C)=O |r|